5-(4-Methyl-piperazin-1-ylmethyl)-furan-2-carboxylic acid [8-(1-benzyl-1H-imidazol-4-yl)-2,3-dihydro-benzo[1,4]dioxin-2-ylmethyl]-amide C(C1=CC=CC=C1)N1C=NC(=C1)C1=CC=CC2=C1OC(CO2)CNC(=O)C=2OC(=CC2)CN2CCN(CC2)C